C(C)(=O)N1CC2(C1)N(C(CN(C2=O)C2=C(C=C(C=C2)C2=NOC(=N2)C)F)=O)CC2=CC=C(C=C2)C(F)(F)F 2-acetyl-8-(2-fluoro-4-(5-methyl-1,2,4-oxadiazol-3-yl)phenyl)-5-(4-(trifluoromethyl)benzyl)-2,5,8-triazaspiro[3.5]nonane-6,9-dione